C(C)(CC)OC(=O)OOC(=O)OC(C)CC disecondary butylperoxydicarbonate